tert-butyl 4-acetamido-5-allyl-4-(tert-butylcarbamoyl)hexahydrocyclopenta[b]pyrrole-1(2H)-carboxylate C(C)(=O)NC1(C(CC2N(CCC21)C(=O)OC(C)(C)C)CC=C)C(NC(C)(C)C)=O